4-Methyl-benzenesulfonic acid 5-acetamidopentyl ester C(C)(=O)NCCCCCOS(=O)(=O)C1=CC=C(C=C1)C